7-cyano-N-((1-(hydroxymethyl)cyclopropyl)methyl)-4-(isopropylamino)benzo[5,6][1,4]dioxino[2,3-b]pyridine-3-carboxamide C(#N)C=1C=CC2=C(OC=3C(=NC=C(C3NC(C)C)C(=O)NCC3(CC3)CO)O2)C1